cyclopropylcyclohexanone C1(CC1)C1C(CCCC1)=O